2,3-dimethyl-1-(2-(5-(p-tolyl)-1H-imidazol-2-yl)piperidin-1-yl)butan-1-one CC(C(=O)N1C(CCCC1)C=1NC(=CN1)C1=CC=C(C=C1)C)C(C)C